2-(5-fluoro-3-pyridyl)-N-propyl-4-(trifluoromethyl)pyrimidin-5-amine FC=1C=C(C=NC1)C1=NC=C(C(=N1)C(F)(F)F)NCCC